C(C=C)(=O)NCCC[Si](C(C(CC)(O[SiH](C)C)O[SiH](C)C)(O[SiH](C)C)O[SiH](C)C)(C)C acrylamidopropyltetra(dimethylsiloxy)dimethylbutylsilane